tert-butyl (S)-3-(benzyl((R)-1-phenylethyl)amino)-3-(2',4'-difluorobiphenyl-4-yl)propanoate C(C1=CC=CC=C1)N([C@@H](CC(=O)OC(C)(C)C)C1=CC=C(C=C1)C1=C(C=C(C=C1)F)F)[C@H](C)C1=CC=CC=C1